butyl 2-bromo-3-(pyridin-4-yl)-6,7-dihydropyrazolo[1,5-a]pyrazine-5(4H)-carboxylate BrC1=NN2C(CN(CC2)C(=O)OCCCC)=C1C1=CC=NC=C1